ClC=1C(=NC(=NC1)N[C@@H]1[C@H](CC(CC1)(F)F)O)C1=CC2=C(N=C3N2CCCN3C)C(=C1)F (1S,2S)-2-((5-chloro-4-(9-fluoro-1-methyl-1,2,3,4-tetrahydrobenzo[4,5]imidazo[1,2-a]pyrimidin-7-yl)pyrimidin-2-yl)amino)-5,5-difluorocyclohexan-1-ol